3-(pyrimidin-5-yl)imidazo[2,1-b]thiazole-6-carboxamide N1=CN=CC(=C1)C=1N2C(SC1)=NC(=C2)C(=O)N